FC=1C=CC=C2C(=NC(N(C12)C)(C)C)C=1C=NC2=C(C=CC=C2C1)C 8-fluoro-1,2,2-trimethyl-4-(8-methylquinolin-3-yl)-1,2-dihydroquinazoline